2,4-dihydroxy-5-isopropyl-N-(4-(morpholine-4-carbonyl)phenyl)-N-propylbenzamide OC1=C(C(=O)N(CCC)C2=CC=C(C=C2)C(=O)N2CCOCC2)C=C(C(=C1)O)C(C)C